ClC1=CC(=C(O[C@H](C(=O)OCC)C(C)C)C=C1)C1=NOCC1OCC (2S)-ethyl 2-[4-chloro-2-(4-ethoxy-4,5-dihydroisoxazol-3-yl) phenoxy]-3-methylbutanoate